4-(aminomethyl)-6-(pyridazin-3-yl)phthalazin-1(2H)-one NCC1=NNC(C2=CC=C(C=C12)C=1N=NC=CC1)=O